ONC(C1=CC=C(C=C1)C1=NC2=C(N1)C=C(C(=C2)N2CCN(CC2)C)C#CC2=CC=C(C=C2)C(F)(F)F)=O N-hydroxy-4-(5-(4-methylpiperazin-1-yl)-6-((4-(trifluoromethyl)phenyl)ethynyl)-1H-benzimidazol-2-yl)benzamide